3-methyl-bromo-pentane CC(CCBr)CC